2-Ethylbutanal C(C)C(C=O)CC